C(=C)[Si](OCCCOC)(OCCCOC)OCCCOC vinyltris(methoxypropoxy)silane